NC1=CC(=C2C(N(CCCCC[C@@](C3=NN=C(C1=N2)O3)(C(F)(F)F)O)CC3=CC(=CC=C3)OC(F)F)=O)C(F)(F)F (6R)-17-amino-12-[[3-(difluoromethoxy)phenyl]methyl]-6-hydroxy-6,15-bis(trifluoromethyl)-19-oxa-3,4,12,18-tetrazatricyclo[12.3.1.12,5]nonadeca-1(18),2,4,14,16-pentaen-13-one